5-(3-methoxyphenyl)isoxazole COC=1C=C(C=CC1)C1=CC=NO1